4-(4-(4-((2-(2,6-dioxopiperidin-3-yl)-1-oxoisoindolin-4-yl)oxy)butyl)-1H-1,2,3-triazol-1-yl)benzamide O=C1NC(CCC1N1C(C2=CC=CC(=C2C1)OCCCCC=1N=NN(C1)C1=CC=C(C(=O)N)C=C1)=O)=O